(3S,7aR,9S,11aR)-9-[azetidin-3-yl-[[4-(trifluoromethyl)phenyl]methyl]amino]-3-isopropyl-3,6,7,7a,8,9,10,11-octahydro-2H-oxazolo[2,3-j]quinolin-5-one N1CC(C1)N([C@@H]1C[C@H]2CCC(N3[C@]2(CC1)OC[C@@H]3C(C)C)=O)CC3=CC=C(C=C3)C(F)(F)F